BrC1=CC(=C(C(=O)NC2=NC(=NC(=C2)C(C)(C)O)N2CCC(CC2)(F)F)C=C1)N1CCC2(CC2)CC1 4-Bromo-N-(2-(4,4-difluoropiperidin-1-yl)-6-(2-hydroxypropan-2-yl)pyrimidin-4-yl)-2-(6-azaspiro[2.5]octan-6-yl)benzamide